4-[(2E)-3-(dimethylamino)-1-oxo-2-propen-1-yl]benzonitrile CN(/C=C/C(=O)C1=CC=C(C#N)C=C1)C